4-(6-((2,6-dimethylpyrimidin-4-yl)amino)-3-oxo-2,3-dihydro-1H-pyrazolo[4,3-c]pyridin-1-yl)benzonitrile CC1=NC(=CC(=N1)NC1=CC2=C(C=N1)C(NN2C2=CC=C(C#N)C=C2)=O)C